C(#N)C1=CC=C(C=C1)NC1=C(C(=NN1)C1=CC=C(C=C1)NS(=O)(=O)CC)C(=O)N 5-((4-cyanophenyl)amino)-3-(4-(ethylsulfonamido)phenyl)-1H-pyrazole-4-carboxamide